[Br-].[Br-].[Zr+2].CC1=C(C(=C(C1(C1=C(C(=C(C(=N)N)C=C1)C)C)C)C)C)C pentamethylcyclopentadienyl-(dimethylbenzamidine) zirconium dibromide